pteridine-2,4(3H,8H)-dione N=1C(NC(C2=NC=CNC12)=O)=O